S1C=CC=C1 1H-thiophene